5-(4-((2-((cyclopropylmethyl)amino)pyrimidin-5-yl)methoxy)phenyl)-2-oxo-6-(trifluoromethyl)-1,2-dihydropyridine-3-carboxamide C1(CC1)CNC1=NC=C(C=N1)COC1=CC=C(C=C1)C=1C=C(C(NC1C(F)(F)F)=O)C(=O)N